BrC1OC2=C(CC1)C(=CC(=C2)F)F bromo-5,7-difluoro-3,4-dihydro-2H-1-benzopyran